5-(4-[(4-(3-[(azetidin-3-yl)methyl]-3-azaspiro[5.5]undec-9-yl)piperazin-1-yl)methyl]-3,5-dimethoxyphenyl)-1,3,4-trimethyl-1,2-dihydropyridin-2-one N1CC(C1)CN1CCC2(CC1)CCC(CC2)N2CCN(CC2)CC2=C(C=C(C=C2OC)C=2C(=C(C(N(C2)C)=O)C)C)OC